ClC1=NC(=C(C(=N1)C(=O)OCC)[N+](=O)[O-])NCC1=C(C=C(C=C1)OC)OC Ethyl 2-chloro-6-((2,4-dimethoxybenzyl) amino)-5-nitropyrimidine-4-carboxylate